(2S,3S,5R)-3-methyl-7-oxo-3-(1H-1,2,3-triazol-1-ylmethyl)-4-thia-1-azaBicyclo[3.2.0]heptane-2-carboxylate sodium [Na+].C[C@@]1([C@@H](N2C(C[C@H]2S1)=O)C(=O)[O-])CN1N=NC=C1